C(C)(C)(C)NS(=O)(=O)C1=C(C=CC(=C1)C=1C(=NC(=NC1)OC)OC)C1=CN=C(S1)[C@@H]1CC[C@H](CC1)NC(OC(C)C)=O isopropyl (trans-4-(5-(2-(N-(tert-butyl)sulfamoyl)-4-(2,4-dimethoxy pyrimidin-5-yl)phenyl)thiazol-2-yl)cyclohexyl)carbamate